N1(CCCCC1)C1CCN(CC1)C1=NC=C(C=C1NS(=O)(=O)C=1C=NC(=CC1)C)Br N-(2-([1,4'-Bipiperidin]-1'-yl)-5-bromopyridin-3-yl)-6-methylpyridine-3-sulfonamide